C(C)C=1C=NC(=NC1)N1CCC(CC1)[C@H](C)OC=1SC2=NC(=CC=C2N1)C=1C=NC(=CC1)C(F)(F)F 2-((S)-1-(1-(5-ethylpyrimidin-2-yl)piperidin-4-yl)ethoxy)-5-(6-(trifluoromethyl)pyridin-3-yl)thiazolo[5,4-b]pyridine